C(C)(=O)OC1=CC=CC=C1 phenol acetate